Methyl 2-(naphthalene-2-yl)acetate C1=C(C=CC2=CC=CC=C12)CC(=O)OC